N,N-bis(hydroxyethyl)ethylamine OCCN(CCO)CC